C(\C=C\C(=O)O)(=O)O.FC1=CN=C(C2=CC=CC=C12)C(C)(C)NC(=O)[C@@H]1CN[C@@H](CO1)CO (2S,5R)-N-(2-(4-fluoroisoquinoline-1-yl)propan-2-yl)-5-(hydroxymethyl)morpholine-2-carboxamide fumarate